N-(6-(4-(4-aminobutyl)piperazine-1-carbonyl)-5-cyanopyridin-3-yl)-1-(isoquinolin-4-yl)-5-(trifluoromethyl)-1H-pyrazole-4-carboxamide NCCCCN1CCN(CC1)C(=O)C1=C(C=C(C=N1)NC(=O)C=1C=NN(C1C(F)(F)F)C1=CN=CC2=CC=CC=C12)C#N